N1=C(C=CC=C1)NC1=C(C=NN1COCC[Si](C)(C)C)C(=O)N 5-[(pyridin-2-yl)amino]-1-{[2-(trimethylsilyl)ethoxy]methyl}-1H-pyrazole-4-carboxamide